C(C1=CC=CC=C1)N1CC(CCC1)N1CC2(C1)CCC2 2-(1-benzyl-3-piperidyl)-2-azaspiro[3.3]heptane